6-Chloro-N-(4-chloro-3-(trifluoromethyl)phenyl)-3,4-dihydroisoquinoline ClC=1C=C2CCN(CC2=CC1)C1=CC(=C(C=C1)Cl)C(F)(F)F